1,1,3,3-tetrachloro-1,3-dimethyl-2-n-propyldisilazane Cl[Si](N([Si](C)(Cl)Cl)CCC)(C)Cl